cyclopropanemethylamine C1(CC1)CN